2-(3-(4-benzoylpiperazine-1-carbonyl)-5-chloro-2-cyclopropyl-7-methyl-1H-indol-1-yl)-1-(3,8-diazabicyclo[3.2.1]octan-3-yl)ethan-1-one C(C1=CC=CC=C1)(=O)N1CCN(CC1)C(=O)C1=C(N(C2=C(C=C(C=C12)Cl)C)CC(=O)N1CC2CCC(C1)N2)C2CC2